ClC1=C(CC(=O)CC2=C(C=C(C=C2)Cl)Cl)C=CC(=C1)Cl 2,4-dichlorobenzyl ketone